FC1=C(C=C(C(=C1)C)S(=O)CC(F)(F)F)\N=C\1/SCC(N1CC(F)(F)F)=O (2Z)-2-[2-fluoro-4-methyl-5-(2,2,2-trifluoroethylsulfinyl)phenyl]imino-3-(2,2,2-trifluoroethyl)thiazolidin-4-one